C(CC)N(CCOC1=CC=C(C(=O)N)C=C1)CCC 4-(2-(dipropylamino)ethoxy)benzamide